3-Cyclobutyl-5-(trifluoromethoxy)benzoic acid ethyl ester C(C)OC(C1=CC(=CC(=C1)OC(F)(F)F)C1CCC1)=O